ClC=1C(=NC=CC1C1=NC(=C(C=C1)CNC[C@@H]1NC(CC1)=O)OC)C=1C(=C(C=CC1)NC(C1=NC=C(C=C1)CN1C[C@@H](CC1)O)=O)C N-(3-(3'-chloro-6-methoxy-5-(((((R)-5-oxopyrrolidin-2-yl)methyl)amino)methyl)-[2,4'-bipyridin]-2'-yl)-2-methylphenyl)-5-(((R)-3-hydroxypyrrolidin-1-yl)methyl)picolinamide